(E)-2-(3-(4-aminostyryl)-5,5-dimethylcyclohex-2-en-1-ylidene)malononitrile NC1=CC=C(/C=C/C2=CC(CC(C2)(C)C)=C(C#N)C#N)C=C1